OCCCCS(=O)(=O)O 4-hydroxybutyl-sulfonic acid